2-((6-fluoroquinolin-4-yl)oxy)acetic acid FC=1C=C2C(=CC=NC2=CC1)OCC(=O)O